CC(=CCC1=C(C(=CC(=C1)[C@@H]2CC(=O)C3=C(C=C(C=C3O2)O)O)O)O)C The molecule is a tetrahydroxyflavanone that is (2S)-flavanone substituted by hydroxy groups at positions 5, 7, 3' and 4' and a prenyl group at position 5'. Isolated from Erythrina sigmoidea, it exhibits anti-inflammatory and antioxidant activities. It has a role as a metabolite, an anti-inflammatory agent, an antibacterial agent and a radical scavenger. It is a tetrahydroxyflavanone and a member of 4'-hydroxyflavanones. It derives from a (2S)-flavanone.